C(C)(C)(C)OC(=O)N1[C@@H](CN([C@H](C1)C)C=1C2=C(N=CN1)NC=C2C(F)(F)F)C.C(CC)[Si](OCC)(OCC)C propyl-methyl-diethoxysilane tert-Butyl-(2R,5S)-2,5-dimethyl-4-(5-(trifluoromethyl)-7H-pyrrolo[2,3-d]pyrimidin-4-yl)piperazine-1-carboxylate